COC1=CC=C(C(=O)NC2=C(C(=O)NCCCN3CCN(CC3)C)C=CC=C2)C=C1 2-(4-methoxybenzamido)-N-(3-(4-methylpiperazin-1-yl)propyl)benzamide